4-epoxycyclohexylpropyl methacrylate C(C(=C)C)(=O)OCCCC1CC2C(CC1)O2